N1(N=CN=C1)C[C@@]1(C[C@@H](CO1)CNCC=1C=CC=2N(C1)N=C(C2C2=CC=NC=C2)C2=CC=C(C=C2)F)C2=C(C=C(C=C2)F)F 1-(cis-5-((1H-1,2,4-triazol-1-yl)methyl)-5-(2,4-difluorophenyl)tetrahydrofuran-3-yl)-N-((2-(4-fluorophenyl)-3-(pyridin-4-yl)pyrazolo[1,5-a]pyridin-6-yl)methyl)methanamine